CS(=O)(=O)OC1=C(C=C(C=C1OC)C=1NC(=C(N1)C)C=1SC=CC1)OC 2,6-dimethoxy-4-(4-methyl-5-(thiophen-2-yl)-1H-imidazol-2-yl)phenyl methansulfonate